O[C@@H]1C2(C[C@H]1[C@H]1N3C(C4=CC=CC=C14)=CN=C3)C[C@H]3CC[C@@H](C2)N3C(=O)OC(C)(C)C tert-butyl (1R,2'S,3s,3'S,5S)-2'-hydroxy-3'-((R)-5H-imidazo[5,1-a]isoindol-5-yl)-8-azaspiro[bicyclo[3.2.1]octane-3,1'-cyclobutane]-8-carboxylate